ClC=1C=C(C=CC1OC(C)C)C=1C=C2CC([C@H](C2=CC1OCC)NC(O[C@@H]1CN2CCC1CC2)=O)(C)C (S)-quinuclidin-3-yl ((R)-5-(3-chloro-4-isopropoxyphenyl)-6-ethoxy-2,2-dimethyl-2,3-dihydro-1H-inden-1-yl)carbamate